The molecule is a dodecaprenyl diphosphate having two (E)- and nine (Z)-double bonds. It derives from a ditrans,polycis-dodecaprenyl phosphate. It is a conjugate acid of a ditrans,polycis-dodecaprenyl diphosphate(3-). CC(=CCC/C(=C/CC/C(=C/CC/C(=C\\CC/C(=C\\CC/C(=C\\CC/C(=C\\CC/C(=C\\CC/C(=C\\CC/C(=C\\CC/C(=C\\CC/C(=C\\COP(=O)(O)OP(=O)(O)O)/C)/C)/C)/C)/C)/C)/C)/C)/C)/C)/C)C